3',6'-di(azetidin-1-yl)-6-((3-(2-((6-chlorohexyl)oxy)ethoxy)propyl)amino)-3H-spiro[isobenzofuran-1,9'-xanthen]-3-one N1(CCC1)C=1C=CC=2C3(C4=CC=C(C=C4OC2C1)N1CCC1)OC(C1=CC=C(C=C13)NCCCOCCOCCCCCCCl)=O